C(N)([O-])=O carbamOate